tert-butyl ({1-[(2S)-bicyclo[2.2.1]hept-2-yl]-1H-imidazo[4,5-d]thieno[3,2-b]pyridin-2-yl}methyl)(methylsulfonyl)carbamate C12[C@H](CC(CC1)C2)N2C(=NC=1C2=C2C(=NC1)C=CS2)CN(C(OC(C)(C)C)=O)S(=O)(=O)C